COC1=C(C(=NC(=N1)C1=CC=NC=C1)SC1=CC=C(C=C1)C)C(F)(F)F 6-methoxy-4-[(4-methylphenyl)thio]-2-(4-pyridyl)-5-trifluoromethylpyrimidine